C(CCCC)C1=CC=C(C=C1)OC(OC1=CC=C(C=C1)CCCCC)=O Di-(4-n-pentylphenyl)-carbonat